2-((4-((5-(1-acryloylpiperidin-4-yl)-7H-pyrrolo[2,3-d]pyrimidin-4-yl)amino)-2-chlorophenoxy)methyl)isonicotinonitrile C(C=C)(=O)N1CCC(CC1)C1=CNC=2N=CN=C(C21)NC2=CC(=C(OCC=1C=C(C#N)C=CN1)C=C2)Cl